2-bromo-6-Fluoropyridine BrC1=NC(=CC=C1)F